5'-bromo-3',4'-dihydro-1'H-spiro[cyclopentane-1,2'-Naphthalene] BrC1=C2CCC3(CC2=CC=C1)CCCC3